1,4-bis((E)-2-((1r,2r)-2-(p-tolyl)cyclopropyl)vinyl)benzene C1(=CC=C(C=C1)[C@H]1[C@H](C1)/C=C/C1=CC=C(C=C1)\C=C\[C@@H]1[C@@H](C1)C1=CC=C(C=C1)C)C